ClC1=C(C=CC(=C1)F)C(=O)N1CC2CCC(C1)N2C2=C(C(=CC=C2)C(F)(F)F)O (2-Chloro-4-fluoro-phenyl)-[8-[2-hydroxy-3-(trifluoromethyl)phenyl]-3,8-diazabicyclo[3.2.1]octane-3-yl]methanone